7-(4-piperidyl)-2-[3-(trifluoromethyl)-1-bicyclo[1.1.1]pentanyl]-3H-imidazo[4,5-b]pyridine N1CCC(CC1)C1=C2C(=NC=C1)NC(=N2)C21CC(C2)(C1)C(F)(F)F